2-(1-methyl-1H-pyrazol-4-yl)-7-(8-(1-methylazetidin-3-yl)-3,8-diazabicyclo[3.2.1]octan-3-yl)-3H-imidazo[4,5-b]pyridine CN1N=CC(=C1)C1=NC=2C(=NC=CC2N2CC3CCC(C2)N3C3CN(C3)C)N1